Cl.N[C@@H]1C(N(C2=C(OC1)C=CC=C2)C)=O (S)-3-amino-5-methyl-2,3-dihydrobenzo[b][1,4]oxazepine-4(5H)-one hydrochloride